(7E)-11-methyl-7,9-tetradecadienyl chloride CC(C=C/C=C/CCCCCCCl)CCC